2-{3-[(2R,6S)-2,6-dimethylmorpholine-4-carbonyl]-5,6-dihydrocyclopenta[c]pyrazol-1(4H)-yl}-1-[4-(3-ethylphenyl)piperazin-1-yl]ethan-1-one C[C@@H]1CN(C[C@@H](O1)C)C(=O)C=1C2=C(N(N1)CC(=O)N1CCN(CC1)C1=CC(=CC=C1)CC)CCC2